(5Z)-5-(1,3-benzothiazol-6-ylmethylene)-2-[[(2R)-2-hydroxy-2-phenyl-ethyl]amino]-3-methyl-imidazol-4-one S1C=NC2=C1C=C(C=C2)\C=C/2\C(N(C(=N2)NC[C@@H](C2=CC=CC=C2)O)C)=O